FC1=C(C=CC(=C1)C1=CC2=C(N=C(N=C2)S(=O)(=O)C)N(C1=O)[C@H](C)CC)NS(=O)(=O)CC1=C(C=CC=C1)F |r| rac-N-[2-fluoro-4-(2-methylsulfonyl-7-oxo-8-sec-butyl-pyrido[2,3-d]pyrimidin-6-yl)phenyl]-1-(2-fluorophenyl)methanesulfonamide